BrC1=NN(C(=N1)C1=CC=C(C=C1)Cl)C 3-bromo-5-(4-chlorophenyl)-1-methyl-1H-1,2,4-triazole